((R)-4-(4-amino-5-nitropyridin-3-yl)morpholin-2-yl)((S)-6,8-dichloro-1-methyl-3,4-dihydroisoquinolin-2(1H)-yl)methanone NC1=C(C=NC=C1[N+](=O)[O-])N1C[C@@H](OCC1)C(=O)N1[C@H](C2=C(C=C(C=C2CC1)Cl)Cl)C